C1(CC1)C([C@@H](C=1N=C2N(N=C(C=C2)CC2C(NC3(CC3)C2)=O)C1)NC(=O)C1=CC=NN1CC)C1CC1 N-((1S)-2,2-dicyclopropyl-1-(6-((5-oxo-4-azaspiro[2.4]heptan-6-yl)methyl)imidazo[1,2-b]pyridazin-2-yl)ethyl)-1-ethyl-1H-pyrazole-5-carboxamide